C(C)(C)(C)OC(=O)N1CCN(CC1)C(NC(C)C#CC1=CC(=C(C=C1)Cl)NC(C)=O)=O 4-((4-(3-acetamido-4-chlorophenyl)3-butyn-2-yl)carbamoyl)piperazine-1-carboxylic acid tert-butyl ester